ClC=1C=C(N)C=C(C1OC=1N=NC(=C(C1)C(C)(C)C)Cl)Cl 3,5-dichloro-4-((6-chloro-5-tert-butylpyridazin-3-yl)oxy)aniline